NC1=C(C=CC=C1)NC(C1=CC=C(C=C1)CNC1=NN2C(C(=N1)C1=CC=C(C=C1)OC)=CC=C2)=O N-(2-aminophenyl)-4-[[[4-(4-methoxyphenyl)pyrrolo[2,1-f][1,2,4]triazin-2-yl]amino]methyl]benzamide